C(#N)C1=C(C=C(C=C1)NC([C@@](CN1N=CC(=C1)OC)(C)O)=O)C(F)(F)F (S)-N-(4-cyano-3-(trifluoromethyl)phenyl)-2-hydroxy-3-(4-methoxy-1H-pyrazol-1-yl)-2-methylpropanamide